ClC1=C(C=CC=C1)N1C(N=C(C2=C1N=C(C=C2)C(F)(F)F)NC2CC2)=O 1-(2-chlorophenyl)-4-(cyclopropyl-amino)-7-(trifluoromethyl)pyrido[2,3-d]pyrimidin-2(1H)-one